OC1=C(C=CC(=C1)O)C(C=CC1=CC(=C(C=C1)OC)CC=C(C)C)=O 1-(2,4-Dihydroxyphenyl)-3-[4-methoxy-3-(3-methylbut-2-enyl)phenyl]prop-2-en-1-one